ClC1=C(COC=2C=C3CCC(C3=CC2)=O)C=CC(=C1)C1CC1 5-((2-chloro-4-cyclopropylbenzyl)oxy)-2,3-dihydro-1H-inden-1-one